FC1=CC=C(C=C1)NC(CCC=1N=C(N(C1)C1=CC=CC=C1)C1=C(C(=O)N)C=CC=C1C=1C=NNC1)=O (4-(3-((4-fluorophenyl)amino)-3-oxopropyl)-1-phenyl-1H-imidazol-2-yl)-3-(1H-pyrazol-4-yl)benzamide